[C@H]12CN(C[C@H](CC1)N2)C2=NC(=NC1=C(C(=C(C=C21)F)C2=CNC1=CC(=C(C=C21)F)F)F)OCC21CCCN1CCC2 4-((1R,5S)-3,8-diazabicyclo[3.2.1]octan-3-yl)-7-(5,6-difluoro-1H-indol-3-yl)-6,8-difluoro-2-((tetrahydro-1H-pyrrolizin-7a(5H)-yl)methoxy)quinazoline